C(C=C)N(C(OC(C)(C)C)=O)C1=NC=C(C=C1C=C)Br tert-Butyl allyl(5-bromo-3-vinylpyridin-2-yl)carbamate